CNC(OC(C)(C)C)=O tert-butyl (N-methyl-carbamate)